1-[5-[(4-Phenyl-1-piperidinyl)sulfonyl]indolin-1-yl]ethanone tert-butyl-(2S,4S)-4-((7-bromo-2,6-dichloro-8-fluoro-3-nitroquinolin-4-yl)amino)-2-(cyanomethyl)-piperidine-1-carboxylate C(C)(C)(C)OC(=O)N1[C@@H](C[C@H](CC1)NC1=C(C(=NC2=C(C(=C(C=C12)Cl)Br)F)Cl)[N+](=O)[O-])CC#N.C1(=CC=CC=C1)C1CCN(CC1)S(=O)(=O)C=1C=C2CCN(C2=CC1)C(C)=O